3-methyl-4-vinylbenzonitrile CC=1C=C(C#N)C=CC1C=C